[N+](=O)([O-])C1=CC=C(C=C1)SC1CC2(C1)CCN(CC2)C(=O)OC(C)(C)C tert-butyl 2-((4-nitrophenyl) thio)-7-azaspiro[3.5]nonane-7-carboxylate